phenylphenylalanine C1(=CC=CC=C1)N[C@@H](CC1=CC=CC=C1)C(=O)O